C(CCCCC)=C1C(CCC1)=O 2-hexylidenecyclopentane-1-one